C(C1=CC=CC=C1)C=1C(=C(C=C(C1)CC1=CC=CC=C1)CC=O)O 2-(3,5-dibenzyl-2-hydroxyphenyl)acetaldehyde